Methyl-3,5,5-trimethylhexanoat COC(CC(CC(C)(C)C)C)=O